C(C)(C)C1=C(NC2=CC=C(C=C12)C1CCN(CC1)CC1=NN(C=N1)C)C=1C=CC=2N(C1)C=NN2 6-(3-isopropyl-5-(1-((1-methyl-1H-1,2,4-triazol-3-yl)methyl)piperidin-4-yl)-1H-indol-2-yl)-[1,2,4]triazolo[4,3-a]pyridine